NC1=CC=C(C=C1)N1CCC(CC1)NC1=C2CCN(CC2=CC=C1)C(=O)OC(C)(C)C tert-butyl 5-[[1-(4-aminophenyl)-4-piperidinyl] amino]-3,4-dihydro-1H-isoquinoline-2-carboxylate